FC=1C=C(CN2C(=NC(=C2)NC([C@H](C)N2C[C@@H](C(CC2)(F)F)C2=CC=[N+](C=C2)[O-])=O)C(F)(F)F)C=C(C1)F 4-((S)-1-((S)-1-((1-(3,5-difluorobenzyl)-2-(trifluoromethyl)-1H-imidazol-4-yl)amino)-1-oxopropan-2-yl)-4,4-difluoropiperidin-3-yl)pyridine 1-oxide